4-(trifluoromethyl)-3,5,6,7-tetrahydro-2H-cyclopenta[c]pyridazin-7-carboxamide FC(C1=C2C(=NNC1)C(CC2)C(=O)N)(F)F